ClC=1N=CC2=C3C(=CC(=C2C1)S(NCC(C)(C)F)(=O)=O)C(CCC3)NC(OC(C)(C)C)=O tert-butyl N-[3-chloro-5-[(2-fluoro-2-methyl-propyl)sulfamoyl]-7,8,9,10-tetrahydrobenzo[h]isoquinolin-7-yl]carbamate